C(CC)C1CCC(CC1)C1CCC(CC1)O 4-(4'-n-propylcyclohexyl)cyclohexanol